Methyl 6-(2,6-difluorophenyl)-4-((5-(methylthio)pyridin-2-yl)amino)pyridazine-3-carboxylate FC1=C(C(=CC=C1)F)C1=CC(=C(N=N1)C(=O)OC)NC1=NC=C(C=C1)SC